tert-butyl (R)-2-(3-((methylsulfonyl)methyl)bicyclo[1.1.1]pentan-1-yl)-3-oxohexahydroimidazo[1,5-a]pyrazine-7(1H)-carboxylate CS(=O)(=O)CC12CC(C1)(C2)N2C(N1[C@@H](CN(CC1)C(=O)OC(C)(C)C)C2)=O